NC1=NC=CC(=C1Cl)SC1=CN=C(C(N1)=O)N1CCC2([C@@H]([C@@H](OC2)C)N)CC1 6-((2-amino-3-chloropyridin-4-yl)thio)-3-((3S,4S)-4-amino-3-methyl-2-oxa-8-azaspiro[4.5]dec-8-yl)pyrazin-2(1H)-one